3-{2-amino-6-[(2-imino-4-methyl-2,3-dihydro-1,3-oxazol-3-yl)methyl]phenyl}-1-[2-(3-chlorophenyl)-1-methoxypropane-2-yl]thiourea NC1=C(C(=CC=C1)CN1C(OC=C1C)=N)NC(NC(COC)(C)C1=CC(=CC=C1)Cl)=S